N-Butylpyrrolidin C(CCC)N1CCCC1